CN1C=NC(=C1)CNC(=O)C1(CC2=CC=CC=C2C1)CC(=O)O 2-[2-[(1-methylimidazol-4-yl)methylcarbamoyl]indan-2-yl]acetic acid